2-(1-(4-(trifluoromethyl)phenyl)-1,2,3,4-tetrahydroquinolin-3-yl)-1,2-thiazetidin-1,1-dioxide FC(C1=CC=C(C=C1)N1CC(CC2=CC=CC=C12)N1S(CC1)(=O)=O)(F)F